2-chloro-1-(1,4-dioxan-2-yl)ethan-1-one ethyl-1-[(4-{3-azabicyclo[3.1.0]hexan-3-yl}-5-cyano-2-methylphenyl)methyl]-1H-pyrazole-4-carboxylate C(C)OC(=O)C=1C=NN(C1)CC1=C(C=C(C(=C1)C#N)N1CC2CC2C1)C.ClCC(=O)C1OCCOC1